Br(=O)(=O)[O-].[Pr+] praseodymium(I) bromate